CC1(CC1)S(=O)(=O)N1CC(N(CC1)C1=CC(=CC(N1)=O)N1[C@@H](COCC1)C)C(F)(F)F 6-[4-(1-methylcyclopropyl)sulfonyl-2-(trifluoromethyl)piperazin-1-yl]-4-[(3R)-3-methylmorpholin-4-yl]-1H-pyridin-2-one